D-(+)-mannitol C([C@@H](O)[C@@H](O)[C@H](O)[C@H](O)CO)O